2'-(5-Phenyl-1H-imidazol-2-yl)-N-(tetrahydro-2H-pyran-4-ylmethyl)-3,4'-bipyridin-5-amine trifluoroacetate salt FC(C(=O)O)(F)F.C1(=CC=CC=C1)C1=CN=C(N1)C1=NC=CC(=C1)C=1C=NC=C(C1)NCC1CCOCC1